methyl (1S,2S)-2-(4-methyl-5-nitropyridin-3-yl)cyclopropane-1-carboxylate CC1=C(C=NC=C1[N+](=O)[O-])[C@@H]1[C@H](C1)C(=O)OC